NC1=C2C(=NN1CC(=O)O)CCC2 2-(3-Amino-5,6-dihydrocyclopenta[c]pyrazol-2(4H)-yl)acetic acid